2-hydroxy-2-methylpropanoic acid, methyl ester OC(C(=O)OC)(C)C